O1C(=CC2=C1C=CC=C2)C2=NC1=C(C=CC(=C1C=C2)OCCO)C 2-(1-Benzofuran-2-yl)-5-(2-hydroxyethoxy)-8-methylquinoline